5-Chloro-4-(1-{[p-(trifluoromethyl)phenyl]methyl}-1H-pyrazol-4-yl)-2-pyridylamine ClC=1C(=CC(=NC1)N)C=1C=NN(C1)CC1=CC=C(C=C1)C(F)(F)F